tert-butyl-4-(5-(4-methoxybenzyl)pyrimidin-2-yl)piperazine C(C)(C)(C)N1CCN(CC1)C1=NC=C(C=N1)CC1=CC=C(C=C1)OC